BrC=1C(=NC=CC1)C 3-Bromo-2-methyl-pyridine